C(C1=CC=CC=C1)OC1=CC=C(C(=N1)C1=N[C@H](/C(/NC2=C1C(=C(C=C2)C(F)(F)F)Cl)=N/C(C(=O)NC2CC2)CO)C)F ((Z)-[(3S)-5-(6-benzyloxy-3-fluoro-2-pyridyl)-6-chloro-3-methyl-7-(trifluoromethyl)-1,3-dihydro-1,4-benzodiazepin-2-ylidene]amino)-N-cyclopropyl-3-hydroxy-propanamide